C(C)[N+]1(CCCC1)C.[Na+] sodium 1-ethyl-1-methylpyrrolidinium